2-(2,2,2-trifluoro-N-(tetrahydro-2H-pyran-4-yl)acetamido)benzamide FC(C(=O)N(C1CCOCC1)C1=C(C(=O)N)C=CC=C1)(F)F